C(C1=CC=CC=C1)OC=1C=C(C#N)C=C(C1C(=O)N1CC2=CC=C(C=C2C1)OC)O 3-(Benzyloxy)-5-hydroxy-4-(5-methoxyisoindoline-2-carbonyl)benzonitrile